ammonia sulfate S(=O)(=O)(O)O.N